N-((1s,3s)-3-((5-([1,2,4]triazolo[4,3-a]pyridin-6-yl)-4-methoxy-7H-pyrrolo[2,3-d]pyrimidin-2-yl)amino)-1-methylcyclobutyl)acetamide N=1N=CN2C1C=CC(=C2)C2=CNC=1N=C(N=C(C12)OC)NC1CC(C1)(C)NC(C)=O